1-(5-{5-[2-Ethoxy-6-(trifluoromethyl)pyridin-4-yl]-7-({[1-(methoxymethyl)cyclopentyl]methyl}amino)-1H-imidazo[4,5-b]pyridin-2-yl}pyrazin-2-yl)piperidin C(C)OC1=NC(=CC(=C1)C1=CC(=C2C(=N1)N=C(N2)C=2N=CC(=NC2)N2CCCCC2)NCC2(CCCC2)COC)C(F)(F)F